(bromomethyl)-1-(tetrahydro-2H-pyran-2-yl)-1H-indazole BrCC1=NN(C2=CC=CC=C12)C1OCCCC1